4-hydroxy-3-hydroxymethyl-phenyl-2-(tert-butylamino)ethanol Methyl-(4aR*,8S*,8aS*)-3-benzyl-8-(4-isopropylphenyl)-8,8a-dihydropyrido[4,3-e][1,4,2]dioxazine-7(4aH)-carboxylate C[C@]12OC(=NO[C@H]1[C@@H](N(C=C2)C(=O)OC(CNC(C)(C)C)C2=CC(=C(C=C2)O)CO)C2=CC=C(C=C2)C(C)C)CC2=CC=CC=C2 |o1:1,6,7|